2-benzyl-2-(dimethylamino)-1-[4-(4-morpholinyl)-phenyl]-1-butanone C(C1=CC=CC=C1)C(C(=O)C1=CC=C(C=C1)N1CCOCC1)(CC)N(C)C